CC(CCC)C1=C(C=CC=C1)O 2-(1-methyl-butyl)phenol